BrC1=CC=C(C=N1)C(C(=O)NCC(F)(F)F)C1CC1 2-(6-bromopyridin-3-yl)-2-cyclopropyl-N-(2,2,2-trifluoroethyl)acetamide